CSC1=NC=CC(=N1)C=C1C(NC2=C(S1)C=CC=C2)=O 2-((2-(methylthio)pyrimidin-4-yl)methylene)-2H-benzo[b][1,4]thiazin-3(4H)-one